2-methacrylamidoethyl 4-((4-amino-2-(tetrahydrofuran-2-yl)-1H-imidazo[4,5-c]quinolin-1-yl)methyl)benzylcarbamate NC1=NC=2C=CC=CC2C2=C1N=C(N2CC2=CC=C(CNC(OCCNC(C(=C)C)=O)=O)C=C2)C2OCCC2